2-(N-methylaminocarbonyl)-5-pyridineboronic acid pinacol ester CNC(=O)C1=NC=C(C=C1)B1OC(C)(C)C(C)(C)O1